COC(C1=CC(=C(C=C1)C(C)=O)C(F)(F)F)=O 4-acetyl-3-(trifluoromethyl)benzoic acid methyl ester